bromo-2-ethylhexyl acrylate C(C=C)(=O)OC(C(CCCC)CC)Br